2,3,4,5-tetrahydropyrido[3,2-f][1,4]thiazepine S1CCNCC2=C1N=CC=C2